C(C)(C)C1=C(C=CC=C1)NC(=S)N/N=C/C1=CC2=C(C(=NS2)COC2=CC=C(C=C2)OC(F)(F)F)C=C1 1-(2-isopropylphenyl)-3-[(E)-[3-[[4-(trifluoromethoxy)phenoxy]methyl]-1,2-benzothiazol-6-yl]methyleneamino]thiourea